isocyanatomethyleneammonium N(=C=O)C=[NH2+]